N1-((trans)-2-(3'-(trifluoromethyl)-[1,1'-biphenyl]-4-yl)cyclopropyl)-2,3-dihydro-1H-indene-1,3-diamine FC(C=1C=C(C=CC1)C1=CC=C(C=C1)[C@H]1[C@@H](C1)NC1CC(C2=CC=CC=C12)N)(F)F